6-[3-(2,4-difluorophenyl)-1H-pyrazol-4-yl]-N-[2-(4-isopropylpiperazin-1-yl)ethyl]-1,5-naphthyridin-3-amine FC1=C(C=CC(=C1)F)C1=NNC=C1C=1N=C2C=C(C=NC2=CC1)NCCN1CCN(CC1)C(C)C